(S)-3-(6-(4-(3H-imidazo[4,5-b]pyridin-7-yl)-1H-pyrazol-1-yl)pyridin-3-yl)-4,4,4-trifluoro-N-methylbutanamide N1=CNC2=NC=CC(=C21)C=2C=NN(C2)C2=CC=C(C=N2)[C@H](CC(=O)NC)C(F)(F)F